O1COC2=C1C=CC(=C2)C(CC(=O)O)C2=CC1=CC(=CC=C1C=C2)OCC(=O)NC2C=CCCC2 3-(Benzo[d][1,3]dioxol-5-yl)-3-(7-(2-(cyclohex-2-en-1-ylamino)-2-oxoethoxy)naphthalen-2-yl)propanoic acid